6-(2-amino-5-(3-((dimethylamino)methyl)-4-(piperazin-1-yl)phenyl)-6-fluoropyridin-3-yl)-7-fluoro-3,4-dihydroisoquinolin-1(2H)-one NC1=NC(=C(C=C1C=1C=C2CCNC(C2=CC1F)=O)C1=CC(=C(C=C1)N1CCNCC1)CN(C)C)F